2-{[(1H-indol-6-yl)methyl]amino}acetic acid N1C=CC2=CC=C(C=C12)CNCC(=O)O